FC1=C2C(N(C=NC2=CC=C1C1=CC=C(C=C1)C1CCN(CC1)C)C(C(=O)O)C1=CC=CC=C1)=O 2-(5-fluoro-6-(4-(1-methylpiperidin-4-yl)phenyl)-4-oxoquinazolin-3(4H)-yl)-2-phenylacetic acid